androsta-5,16-diene-16-carbaldehyde C[C@@]12C=C(C[C@H]1[C@@H]1CC=C3CCCC[C@]3(C)[C@H]1CC2)C=O